tert-butyl 4-(3-(3-bromo-2-methylphenoxy)-1,1-difluoropropyl)piperidine-1-carboxylate BrC=1C(=C(OCCC(F)(F)C2CCN(CC2)C(=O)OC(C)(C)C)C=CC1)C